6-(5-Fluoro-2-pyridinyl)-8-methoxy-N-[(1R)-1-[2-(trifluoromethyl)pyrimidin-5-yl]ethyl]quinazolin-4-amine FC=1C=CC(=NC1)C=1C=C2C(=NC=NC2=C(C1)OC)N[C@H](C)C=1C=NC(=NC1)C(F)(F)F